N-(2-((1r,3r,5r,7r)-adamantan-2-ylamino)ethyl)-1-(4-chloro-phenyl)-5-(2,4-dichloro-phenyl)-4-methyl-1H-pyrazole-3-carboxamide C12C(C3CC(CC(C1)C3)C2)NCCNC(=O)C2=NN(C(=C2C)C2=C(C=C(C=C2)Cl)Cl)C2=CC=C(C=C2)Cl